Z-crotylboronic acid pinacol ester C(\C=C/C)B1OC(C)(C)C(C)(C)O1